FC(C(=O)O)(F)F.S(=O)(=O)(ON1C(CC1=O)(C)C)O 2,2-dimethyl-4-oxoazetidin-1-yl sulfate compound with 2,2,2-trifluoroacetic acid